ClC1=C(C=C2C=CNC2=C1F)F 6-chloro-5,7-difluoro-1H-indol